CC1=CC=C(N=N1)NC=1C=CC2=C(N=CN2)C1 6-[(6-methylpyridazin-3-yl)amino]benzimidazol